COCCOC(CC)C12CC(CC(N1)C2)C cis-1-(1-(2-methoxyethoxy)propyl)-3-methyl-6-azabicyclo[3.1.1]heptane